C(=O)O.BrC1=CC=C(C=C1)C=1N=C2SC3=C(N2C1)C=CC(=C3)C(=O)O 2-(4-bromophenyl)benzo[d]imidazo[2,1-b]thiazole-7-carboxylic acid formate